4-(5-methylfuran-2-yl)-5H,7H-furo[3,4-d]pyrimidin-5-one CC1=CC=C(O1)C=1C2=C(N=CN1)COC2=O